FC(S(=O)(=O)OC1=CC=C(C=C1)C=1C=NC(=CC1)C(F)(F)F)(F)F [4-[6-(trifluoromethyl)-3-pyridinyl] phenyl] trifluoromethanesulfonate